C1(CCC1)CN[C@H]1CN(CCC1)C1=CC(N(C=C1)C(C)N1N=NC(=C1)C=1N=C2N(C(C1)=O)C=CC=C2)=O 2-(1-(1-(4-((R)-3-((cyclobutylmethyl)amino)piperidin-1-yl)-2-oxopyridin-1(2H)-yl)ethyl)-1H-1,2,3-triazol-4-yl)-4H-pyrido[1,2-a]pyrimidin-4-one